N-[[2-[(cyclobutylmethylamino)-dideutero-methyl]-1H-indol-6-yl]methyl]-4-oxo-pyrido[1,2-a]pyrimidine-2-carboxamide C1(CCC1)CNC(C=1NC2=CC(=CC=C2C1)CNC(=O)C=1N=C2N(C(C1)=O)C=CC=C2)([2H])[2H]